C1(CC1)COC1=CC(=C2C(NC(=NC2=C1)CCC1CCN(CC1)C1CCN(CC1)C1=C(C=C(C=C1)NC1C(NC(CC1)=O)=O)F)=O)F 3-((4-(4-(2-(7-(cyclopropylmethoxy)-5-fluoro-4-oxo-3,4-dihydroquinazolin-2-yl)ethyl)-[1,4'-bipiperidin]-1'-yl)-3-fluorophenyl)amino)piperidine-2,6-dione